ClC1=CC2=C(C=N1)C=C(N2COCC[Si](C)(C)C)C2=NC(=NC=C2)NCC(F)(F)F 4-(6-Chloro-1-((2-(trimethylsilyl)ethoxy)methyl)-1H-pyrrolo[3,2-c]pyridin-2-yl)-N-(2,2,2-trifluoroethyl)pyrimidin-2-amine